Cl.NCC1(COCC1)O 3-(aminomethyl)tetrahydrofuran-3-ol hydrochloride